C1=CC=CC=2C3=CC=CC=C3C(C12)OC(N(CCCCCC(OCC1=CC=CC=C1)C)C[C@@H]([C@H]1OC(O[C@H]1[C@@H](CO[Si](C(C)C)(C(C)C)C(C)C)O)(C)C)N=[N+]=[N-])=O (9H-fluoren-9-yl)methyl((S)-2-azido-2-((4R,5S)-5-((R)-1-hydroxy-2-((triisopropylsilyl)oxy)ethyl)-2,2-dimethyl-1,3-dioxolan-4-yl) ethyl)(6-(benzyloxy)hexyl)carbamate